C(C1=CC=CC=C1)OC1=C(N(C=CC1=O)C1=CC(=C(C=C1)N1CCN(CC1)C)F)C 3-(benzyloxy)-1-(3-fluoro-4-(4-methylpiperazin-1-yl)phenyl)-2-methylpyridin-4(1H)-one